3-[(2-chloro-6-fluorophenyl)methyl]-4-[(4-chlorophenyl)methyl]-4,5-dihydro-1,2,4-oxadiazol-5-one ClC1=C(C(=CC=C1)F)CC1=NOC(N1CC1=CC=C(C=C1)Cl)=O